4-phenyl-2-((1-(pyridin-4-ylmethyl)piperidin-4-yl)methyl)pyridazin-3(2H)-one hydrochloride Cl.C1(=CC=CC=C1)C=1C(N(N=CC1)CC1CCN(CC1)CC1=CC=NC=C1)=O